(3-((4,4-Difluoropiperidin-1-yl)methyl)-1-methyl-1H-indazol-5-yl)carbamic acid tert-butyl ester C(C)(C)(C)OC(NC=1C=C2C(=NN(C2=CC1)C)CN1CCC(CC1)(F)F)=O